N1C=C(C2=CC=CC=C12)C1=NC(=NC=C1OC)N1C=C(C2=CC=CC=C12)C1=NC(=NC=C1OC)NC=1C=C(C(=CC1)N(C)CCN(C)C)NC N4-(4-(1-(4-(1H-indol-3-yl)-5-methoxypyrimidin-2-yl)-1H-indol-3-yl)-5-methoxypyrimidin-2-yl)-N1-(2-(dimethylamino)ethyl)-N1,N2-dimethylbenzene-1,2,4-triamine